(2S,6R)-2-((benzyloxy)methyl)-6-((tert-butyldimethylsilyl)oxy)-4-tosyl-1,4-oxazepane C(C1=CC=CC=C1)OC[C@H]1OC[C@@H](CN(C1)S(=O)(=O)C1=CC=C(C)C=C1)O[Si](C)(C)C(C)(C)C